1-[2-(5-{[(5-chlorothiophen-2-yl)methyl]amino}-1-(2-methoxybenzoyl)-1H-pyrazol-3-yl)pyrrolidin-1-yl]ethan-1-one ClC1=CC=C(S1)CNC1=CC(=NN1C(C1=C(C=CC=C1)OC)=O)C1N(CCC1)C(C)=O